5-([1,1'-biphenyl]-4-yl)-1-(2-((tert-butyldimethylsilyl)oxy)-2-methylpropyl)-2-(ethoxymethyl)-1H-imidazole C1(=CC=C(C=C1)C1=CN=C(N1CC(C)(C)O[Si](C)(C)C(C)(C)C)COCC)C1=CC=CC=C1